F[B-](F)(F)F.C[N+]1(CCCCC1)CCCC N-methyl-N-butyl-piperidinium tetrafluoroborate